Ethyl 2-(5-amino-3-(2,4-difluorophenyl)-4-fluoro-1H-pyrazol-1-yl)acetate NC1=C(C(=NN1CC(=O)OCC)C1=C(C=C(C=C1)F)F)F